C(C)(C)(C)OC(CCNC(C1=CN=C(C(=C1)C#N)S(=O)(=O)C)=O)=O.C(#N)CNC(C1=CC(=CC=C1)C1=CSC2=C1N=C(N=C2)NC2=CC=C(C=C2)N2CCOCC2)=O N-(cyanomethyl)-3-(2-(4-morpholinophenylamino)thieno[3,2-d]pyrimidin-7-yl)benzamide Tert-Butyl-3-(5-cyano-6-(methylsulfonyl)nicotinamido)propanoate